5-phenyl-5,11-dihydro-indolo[3,2-B]carbazole C1(=CC=CC=C1)N1C2=CC=CC=C2C2=CC=3NC4=CC=CC=C4C3C=C21